COC(=O)C1(CCC2(C(=CC3=CC=CC(=C23)F)C[C@H](COCC2=CC=C(C=C2)OC)C)CC1)NC1=CC(=CC=C1)Cl.FC1=C(C(=O)N)C=C(C=C1)C(F)(F)F fluoro-5-(trifluoromethyl)benzamide methyl-(1r,4R)-7'-fluoro-4-(3-chloroanilino)-2'-{(2R)-3-[(4-methoxyphenyl)methoxy]-2-methylpropyl}spiro[cyclohexane-1,1'-indene]-4-carboxylate